C(C1=CC=CC=C1)N1N=CC(=C1)C(C(C)NC(C(C)Cl)=O)O N-(1-(1-benzyl-1H-pyrazol-4-yl)-1-hydroxyprop-2-yl)-2-chloropropionamide